C(C1=CC=CC=C1)OC=1C=NC=CC1C(=O)O 3-benzyloxy-pyridine-4-carboxylic acid